OC1=C(C=CC=C1)C1=CC2=C(N=N1)NC=C2C2CCN(CC2)C2=NC=C(C=N2)C#CCNC(OC(C)(C)C)=O tert-butyl (3-(2-(4-(3-(2-hydroxyphenyl)-7H-pyrrolo[2,3-c]pyridazin-5-yl)piperidin-1-yl)pyrimidin-5-yl)prop-2-yn-1-yl)carbamate